N-[6-[2-[6-(allylamino)hexyl]phenyl]-5-[3-(3,3,3-trifluoro-2,2-dimethyl-propoxy)pyrazol-1-yl]-2-pyridyl]-6-fluoro-pyridine-2-sulfonamide C(C=C)NCCCCCCC1=C(C=CC=C1)C1=C(C=CC(=N1)NS(=O)(=O)C1=NC(=CC=C1)F)N1N=C(C=C1)OCC(C(F)(F)F)(C)C